4-Acrylamido-2-(4-(tert-butyl)phenyl)quinoline-7-carboxylic acid C(C=C)(=O)NC1=CC(=NC2=CC(=CC=C12)C(=O)O)C1=CC=C(C=C1)C(C)(C)C